OC1C(OC(C(C1O)O)O)CNC(C=C)=O N-((3,4,5,6-tetrahydroxy-tetrahydro-2H-pyran-2-yl)methyl)acrylamide